C(C)OC1=CC=C(CC(C(=O)N)C2=CN(C3=CC=C(C=C23)C=2C=C3C=CC=NC3=CC2)C(C)C)C=C1 (4-ethoxybenzyl)-2-(1-isopropyl-5-(quinolin-6-yl)-1H-indol-3-yl)acetamide